(((S)-4-amino-1-(5-(1-amino-3-hydroxycyclobutyl)-1,3,4-oxadiazol-2-yl)-4-oxobutyl)carbamoyl)-L-serine NC(CC[C@@H](C=1OC(=NN1)C1(CC(C1)O)N)NC(=O)N[C@@H](CO)C(=O)O)=O